5-(((S)-1-(3-((R)-2-Methyl-4-(5-(trifluoromethyl)pyrimidin-2-yl)piperazin-1-yl)-3-oxopropoxy)propan-2-yl)amino)-4-(trifluoromethyl)pyridazin C[C@H]1N(CCN(C1)C1=NC=C(C=N1)C(F)(F)F)C(CCOC[C@H](C)NC=1C(=CN=NC1)C(F)(F)F)=O